2-((5-(5-(difluoromethyl)-1,3,4-oxadiazole-2-yl)pyridine-2-yl)methyl)-4,4-dimethyl-6-(piperidine-1-yl)isoquinoline-1,3(2H,4H)-dione FC(C1=NN=C(O1)C=1C=CC(=NC1)CN1C(C2=CC=C(C=C2C(C1=O)(C)C)N1CCCCC1)=O)F